NC1=CC(=C(C(=N1)C1=C2C(=NC(=NC2=C(C=C1Cl)F)OC[C@]12CCCN2C[C@@H](C1)F)O)C(F)(F)F)C (6-amino-4-methyl-3-(trifluoromethyl)pyridin-2-yl)-6-chloro-8-fluoro-2-(((2R,7aS)-2-fluorotetrahydro-1H-pyrrolizin-7a(5H)-yl)methoxy)quinazolin-4-ol